CC1(NC(C=2N1C(C(=CC2)NC2=CC(=NC=N2)NC(=O)C2CC2)=O)=O)CC(F)(F)F N-[6-[[3-methyl-1,5-dioxo-3-(2,2,2-trifluoroethyl)-2H-imidazo[1,5-a]pyridin-6-yl]amino]pyrimidin-4-yl]cyclopropanecarboxamide